N-(3,3-difluoropiperidin-4-yl)-2,6-dimethyl-5-((2-(trifluoromethyl)pyridin-3-yl)methoxy)benzofuran-3-carboxamide FC1(CNCCC1NC(=O)C1=C(OC2=C1C=C(C(=C2)C)OCC=2C(=NC=CC2)C(F)(F)F)C)F